CC(C#CCCC)O hept-3-yn-2-ol